BrC1=CC=C(CN2C(=NC3=C2C=C2C(=C3)OCCO2)NC(=O)C2=CC(=NN2CC)C)C=C1 N-(1-(4-bromobenzyl)-6,7-dihydro-1H-[1,4]dioxino[2',3':4,5]benzo[1,2-d]imidazol-2-yl)-1-ethyl-3-methyl-1H-pyrazole-5-carboxamide